tert-butyl rel-(3S,5R,E)-7-(3-(4-bromophenyl)-1-isopropyl-1H-indol-2-yl)-3,5-dihydroxyhept-6-enoate BrC1=CC=C(C=C1)C1=C(N(C2=CC=CC=C12)C(C)C)/C=C/[C@@H](C[C@@H](CC(=O)OC(C)(C)C)O)O |o1:21,23|